(R/S)-phenylglycinol N[C@H](C1=CC=CC=C1)CO |r|